FC1CN(C1)CCC=1N=C(C(N(C1)[C@H](C(=O)NCCC(=O)O)CC(C)C)=O)C 3-((S)-2-(5-(2-(3-fluoroazetidin-1-yl)ethyl)-3-methyl-2-oxopyrazin-1(2H)-yl)-4-methylpentanamido)propanoic acid